N-(((2S,5R)-6-hydroxy-7-oxo-1,6-diazabicyclo[3.2.1]oct-2-yl)(imino)methyl)-4-(trifluoromethyl)benzamide ON1[C@@H]2CC[C@H](N(C1=O)C2)C(NC(C2=CC=C(C=C2)C(F)(F)F)=O)=N